OC1=C(C(=C(C=C1)C1=CC(=CC=C1)C=O)O)C=O dihydroxybiphenyl-3,3'-dicarboxaldehyde